tris(trichloromethyl)-s-triazine ClC(Cl)(Cl)C1=NC(=NC(=N1)C(Cl)(Cl)Cl)C(Cl)(Cl)Cl